FC1=CC(=C(C=C1OC)C(C)=NO)O 1-(4-fluoro-2-hydroxy-5-methoxyphenyl)ethanone oxime